Cl.OCCNC(=NC1=NC(=CC(=N1)C1=CC=C(C=C1)OC)C1=CC=C(C=C1)[N+](=O)[O-])N 1-(2-hydroxyethyl)-2-(4-(4-methoxyphenyl)-6-(4-nitrophenyl)pyrimidin-2-yl)guanidine hydrochloride